C(C)OC(C1=CC(=CC=C1)NC1=NC=CC2=CC=C(C=C12)Cl)=O 3-((7-Chloroisoquinolin-1-yl)amino)benzoic acid ethyl ester